(R)-3-amino-1-(2-((6-amino-9H-purin-9-yl)methyl)-4-chloro-3-ethylphenyl)-N-(2-(ethylsulfonyl)ethyl)pyrrolidine-3-carboxamide N[C@]1(CN(CC1)C1=C(C(=C(C=C1)Cl)CC)CN1C2=NC=NC(=C2N=C1)N)C(=O)NCCS(=O)(=O)CC